BrC1=C(SC=C1)C(=O)N1CCN(CC1)C1=C(C=CC=C1)N(S(=O)(=O)C=1C=CC2=C(C(=C(S2)C(=O)O)C)C1)CCCC1=CC=CC=C1 5-(N-(2-(4-(3-bromothiophene-2-carbonyl)piperazin-1-yl)phenyl)-N-(3-phenylpropyl)sulfamoyl)-3-methylbenzothiophene-2-carboxylic acid